4-(6-chloro-4-(3,5-dimethyl-1H-pyrazol-1-yl)pyridin-2-yl)morpholine ClC1=CC(=CC(=N1)N1CCOCC1)N1N=C(C=C1C)C